ClC1=CC=CC=2CNCCSC21 9-chloro-3,4-dihydrobenzo-1,4-thiazepine